C1(NC2(CN3N=C4C=CC=CC4=C31)CC2)=O 4'H-spiro[cyclopropane-1,3'-pyrazino[1,2-b]indazol]-1'-one